C(\C=C\C1=CC(OC)=C(O)C=C1)(=O)[C@@]1([C@H](O)[C@H](OP(=O)(O)O)[C@@H](COP(=O)(O)OP(=O)(O)OCC(C)(C)[C@@H](O)C(=O)NCCC(=O)NCCS)O1)N1C(=NC=2C(N(C(\C=C\C3=CC(OC)=C(O)C=C3)=O)C(\C=C\C3=CC(OC)=C(O)C=C3)=O)=NC(=NC12)C(\C=C\C1=CC(OC)=C(O)C=C1)=O)C(\C=C\C1=CC(OC)=C(O)C=C1)=O pentaferuloyl-CoA